C(N)(=O)C1=CC2=C(C=N1)N=CN2CC2=CC=C(C=C2)B(O)O 4-((6-carbamoylimidazo[4,5-c]pyridin-1-yl)methyl)phenylboronic acid